NCC#CC1=CC=C(O1)C(=O)NCCCN 5-(3-aminoprop-1-yn-1-yl)-N-(3-aminopropyl)furan-2-carboxamide